2-(methylthio)pyrimidin-5-ol CSC1=NC=C(C=N1)O